(S)-3-(4-chlorophenylethyl)-N-(2-(2-cyano-4,4-difluoropyrrolidin-1-yl)-2-oxoethyl)isonicotinamide ClC1=CC=C(C=C1)CCC1=C(C(=O)NCC(=O)N2[C@@H](CC(C2)(F)F)C#N)C=CN=C1